2-cyano-3-(2-(4-phenoxyphenyl)benzofuran-6-yl)acrylic acid C(#N)C(C(=O)O)=CC1=CC2=C(C=C(O2)C2=CC=C(C=C2)OC2=CC=CC=C2)C=C1